O1CCOC12CCCCC2 1,4-dioxaspiro(4.5)decane